8-amino-3-((2S)-1-(1-((2-(2,6-dioxopiperidin-3-yl)-1,3-dioxoisoindoline-4-yl)amino)-3,6,9,12,15-pentoxaoctadecane-18-yl)pyrrolidin-2-yl)imidazo[1,5-a]pyrazine NC=1C=2N(C=CN1)C(=NC2)[C@H]2N(CCC2)CCCOCCOCCOCCOCCOCCNC2=C1C(N(C(C1=CC=C2)=O)C2C(NC(CC2)=O)=O)=O